lithium-sodium hexamethylphosphate C[P-](C)(C)(C)(C)C.[Na+].[Li+].C[P-](C)(C)(C)(C)C